SC1=CC2=C(C3=C(S2)C=CS3)S1 2-mercaptodithieno[3,2-b:2',3'-d]thiophene